2-[6-(ethylamino)-4-{3-[(4-methyl-1,2,4-triazol-3-yl)methyl]oxetan-3-yl}pyridin-2-yl]-6-{[(1-methylcyclobutyl)amino]methyl}-4-(methylsulfanyl)-3H-isoindol-1-one C(C)NC1=CC(=CC(=N1)N1C(C2=CC(=CC(=C2C1)SC)CNC1(CCC1)C)=O)C1(COC1)CC1=NN=CN1C